5-methyl-4,5-dihydropyrazolo[1,5-a]quinoxalin-4,4-d2-6-amine CN1C(C=2N(C=3C=CC=C(C13)N)N=CC2)([2H])[2H]